(S)-6-(1-(4-fluorophenyl)ethyl)-3-methyl-N-(2-(pyrrolidin-1-yl)ethyl)-1,2,4-triazin-5-amine FC1=CC=C(C=C1)[C@H](C)C1=C(N=C(N=N1)C)NCCN1CCCC1